[N-](S(=O)(=O)C(F)(F)F)S(=O)(=O)C(F)(F)F.[Na+] Natrium trifluoromethanesulfonimide